methyl (2S)-2-(tert-butoxycarbonylamino)-3-(3-fluoro-4-hydroxyphenyl)propanoate C(C)(C)(C)OC(=O)N[C@H](C(=O)OC)CC1=CC(=C(C=C1)O)F